vinyl-hafnium tetrachloride [Cl-].[Cl-].[Cl-].[Cl-].C(=C)[Hf+4]